FC=1C(=C2C(=NC1)NC=C2C(=O)C2=NC=C(C=C2C)OC2=C(C=CC=C2)F)N[C@H]2CO[C@@H](CC2)CO (5-fluoro-4-(((3R,6S)-6-(hydroxymethyl)tetrahydro-2H-pyran-3-yl)amino)-1H-pyrrolo[2,3-b]pyridin-3-yl)(5-(2-fluorophenoxy)-3-methylpyridin-2-yl)methanone